COC=1C=C(C=NC1)C1=CC2=C(O[C@H](CN2S(=O)(=O)C2=CC(=CC=C2)C(F)(F)F)CCC(=O)O)C=C1 (s)-3-(6-(5-methoxypyridin-3-yl)-4-((3-(trifluoromethyl)-phenyl)sulfonyl)-3,4-dihydro-2H-benzo[b][1,4]oxazin-2-yl)propanoic acid